tert-butyl 4-(allyloxy)-4-methylpiperidine-1-carboxylate C(C=C)OC1(CCN(CC1)C(=O)OC(C)(C)C)C